C(=O)C1=C(SC(=C1)C)C1=CC=C(C(=N1)C)O[C@@H]1C[C@H](CCC1)C(=O)OC methyl (1S,3S)-3-((6-(3-formyl-5-methylthiophen-2-yl)-2-methylpyridin-3-yl)oxy)cyclohexane-1-carboxylate